COC1=C(CNC([C@H](COC)NC([C@H](CC(=O)O)NC(CCC2=CC=CC=C2)=O)=O)=O)C=CC=C1OC (S)-4-(((S)-1-((2,3-dimethoxybenzyl)amino)-3-methoxy-1-oxopropan-2-yl)amino)-4-oxo-3-(3-phenylpropanamido)butanoic acid